3-(4-fluorophenyl)-3-oxopropionic acid methyl ester COC(CC(=O)C1=CC=C(C=C1)F)=O